tert-butyl (tert-butoxycarbonyl)(7-(6-chloro-3-fluoropyridin-2-yl)-6-fluoro-[1,2,4]triazolo[1,5-a]pyridin-2-yl)carbamate C(C)(C)(C)OC(=O)N(C(OC(C)(C)C)=O)C1=NN2C(C=C(C(=C2)F)C2=NC(=CC=C2F)Cl)=N1